FC1=CC(=C(N)C=C1)C=1N=NN(N1)C([2H])([2H])[2H] 4-fluoro-2-(2-(methyl-d3)-2H-tetrazol-5-yl)aniline